6-chloro-4-propoxy-3-(trifluoromethyl)-1-((2-(trimethylsilyl)ethoxy)methyl)-1H-pyrrolo[2,3-b]pyridine ClC1=CC(=C2C(=N1)N(C=C2C(F)(F)F)COCC[Si](C)(C)C)OCCC